ClC=1C(=NC=C(C1)C(F)(F)F)CCNC(=O)C1=NC(=NO1)C1=CC=C(C=C1)C (2-(3-chloro-5-(trifluoromethyl)pyridin-2-yl)ethyl)-3-(p-tolyl)-1,2,4-oxadiazole-5-carboxamide